2-(4-(tert-butyl)phenyl)-3-methylquinolin-5-amine C(C)(C)(C)C1=CC=C(C=C1)C1=NC=2C=CC=C(C2C=C1C)N